5-(5-Cyano-2-cyclopropoxyphenyl)-N-((3R,5S)-1-cyano-5-(methoxymethyl)pyrrolidin-3-yl)oxazole-2-carboxamide C(#N)C=1C=CC(=C(C1)C1=CN=C(O1)C(=O)N[C@H]1CN([C@@H](C1)COC)C#N)OC1CC1